C1CCC2=C(C=3CCCC3C=C12)NC(=O)NS(=O)(=O)Cl ((1,2,3,5,6,7-hexahydro-s-indacen-4-yl)carbamoyl)sulfamoyl chloride